2,6-dimethyl-10-oxoundeca-6,7-dienoic acid CC(C(=O)O)CCCC(=C=CCC(C)=O)C